C(C1=CC=CC=C1)N1CCC(CC1)(F)CC1(CC2=C(S1(=O)=O)C=C(C(=C2)OC)OC)F ((1-benzyl-4-fluoropiperidin-4-yl)methyl)-2-fluoro-5,6-dimethoxy-2,3-dihydrobenzo[b]thiophene 1,1-dioxide